(E)-2-(benzothiazole-2-yl)-6-(2-(3-(dicyanomethylene)-5,5-dimethylcyclohex-1-en-1-yl) vinyl)-4-methylphenyl 2,4-dinitrobenzenesulfonate [N+](=O)([O-])C1=C(C=CC(=C1)[N+](=O)[O-])S(=O)(=O)OC1=C(C=C(C=C1\C=C\C1=CC(CC(C1)(C)C)=C(C#N)C#N)C)C=1SC2=C(N1)C=CC=C2